6-(4-amino-2,6-dichloro-phenoxy)-3,4-dihydroquinolin-2-one NC1=CC(=C(OC=2C=C3CCC(NC3=CC2)=O)C(=C1)Cl)Cl